BrC=1C(=NC(=NC1)NC1=C(C=C(C(=C1)C=1C=NN(C1)C)N1CCC(CC1)N1CCNCC1)OC1CC1)NC=1C=NC2=CC=CC=C2C1P(C)(C)=O (3-((5-bromo-2-((2-cyclopropyloxy-5-(1-methyl-1H-pyrazol-4-yl)-4-(4-(piperazine-1-yl)piperidin-1-yl)phenyl)amino)pyrimidin-4-yl)amino)quinolin-4-yl)dimethylphosphine oxide